5-(2-((1-((dimethylamino)methyl)cyclopropyl)methoxy)-7-(8-ethylnaphthalen-1-yl)-5,6,7,8-tetrahydropyrido[3,4-d]pyrimidin-4-yl)-4,5,6,7-tetrahydropyrazolo[1,5-a]pyrazine-3-sulfonamide CN(C)CC1(CC1)COC=1N=C(C2=C(N1)CN(CC2)C2=CC=CC1=CC=CC(=C21)CC)N2CC=1N(CC2)N=CC1S(=O)(=O)N